ClC=1C=C(C=CC1C)N1CC(C=2C1=NC=C(N2)C(=O)N2C(CN(CC2)C2=NC(=C(C(=O)O)C(=C2)C)C)(C)C)(C)C 6-(4-(5-(3-chloro-4-methylphenyl)-7,7-dimethyl-6,7-dihydro-5H-pyrrolo[2,3-b]pyrazine-2-carbonyl)-3,3-dimethylpiperazin-1-yl)-2,4-dimethylnicotinic acid